(S)-N-(1,1-dioxotetrahydro-2H-thiopyran-4-yl)-4-(2-methylpyrrolidine-1-carbonyl)thiazole-2-carboxylic acid O=S1(CCC(CC1)N1[C@@H](SC=C1C(=O)N1C(CCC1)C)C(=O)O)=O